3-(hydroxymethyl)cyclobutanone OCC1CC(C1)=O